Cl[C@@]12[C@H]([C@@H]3C[C@@](C[C@H](C1)C3)(C2)Cl)[C@@H](NC(C2=CC=CC=C2)=O)C2=CC=CC=C2 N-((R)-((1S,2R,3S,5S,7R)-1,5-dichloroadamantan-2-yl)(phenyl)methyl)benzamide